C(C(C)C)C1(C=C(CCO1)C)CC(C)C 6,6-diisobutyl-4-methyl-3,6-dihydro-2H-pyran